N1=CC=CC2=C1CCC(CCCC2)=O pyridinocyclononane-9-one